FC1=CC=C(CN2C3(CC4(CNC4=O)C2)C(NC3)=O)C=C1 10-(4-fluorobenzyl)-2,8,10-triazadispiro[3.1.36.24]undecane-1,7-dione